FC1=CC2=C(NC(=N2)C2=NC=CC=C2)C=C1 5-fluoro-2-(pyridin-2-yl)-1H-benzo[d]imidazole